FC1=CC=C2C(=CN=CC2=C1)N 7-Fluoroisoquinolin-4-amine